C(C)(C)C1=CC=C(CCNC(=O)[C@H]2CN(CCC2)C(=O)OC(C)(C)C)C=C1 tert-butyl (R)-3-((4-isopropylphenethyl)carbamoyl)piperidine-1-carboxylate